4-[6-(2-aminoethyl)pyridin-3-yl]-3-[6-(3-fluorophenyl)-2-methylpyrimidin-4-yl]oxybenzonitrile NCCC1=CC=C(C=N1)C1=C(C=C(C#N)C=C1)OC1=NC(=NC(=C1)C1=CC(=CC=C1)F)C